COC1=CC=C(CC2N(CCC3CCCCC23)C)C=C1 1-(4-methoxy-benzyl)-2-methyl-octahydroisoquinoline